ClC1=CC=C(C(=O)NC2N(C(N(S2)CC2=CC=C(C=C2)Cl)=O)COC(=O)C2N(CCC2)C)C=C1 2-({[5-(4-chlorobenzamido)-2-[(4-chlorophenyl)methyl]-3-oxo-1,2,4-thiadiazolidin-4-yl]methoxy}carbonyl)-1-methylpyrrolidine